(Z)-1-(3-(2-isopropyl-5-(methylamino)phenyl)-4-oxothiazolidin-2-ylidene)-3-(2-methyl-4-(1-(4-(trifluoromethoxy)phenyl)-1H-1,2,4-triazol-3-yl)phenyl)urea C(C)(C)C1=C(C=C(C=C1)NC)N1/C(/SCC1=O)=N/C(=O)NC1=C(C=C(C=C1)C1=NN(C=N1)C1=CC=C(C=C1)OC(F)(F)F)C